ClC=1C=CC(=NC1)NC=1SC=C(N1)C1=C(N=C(S1)N1CCN(CC1)C)C 5-chloro-N-[4-[4-methyl-2-(4-methylpiperazin-1-yl)-1,3-thiazol-5-yl]-1,3-thiazol-2-yl]pyridine-2-amine